N-t-butyl-2'-cycloheptylmethylene-[1,1'-biphenyl]-2-carboxamide C(C)(C)(C)NC(=O)C=1C(=CC=CC1)C=1C(CC=CC1)=CC1CCCCCC1